2-(4-Methoxyphenyl)-1-(3,4,5-trimethoxyphenyl)ethan-1-one oxime COC1=CC=C(C=C1)CC(=NO)C1=CC(=C(C(=C1)OC)OC)OC